(±)-(4-Bromo-1H-pyrazol-1-yl)phenylacetic acid BrC=1C=NN(C1)[C@@H](C(=O)O)C1=CC=CC=C1 |r|